C(C(C)(C)C)N1N=C(C=2C1=NC(=NC2N)N)[Sn](C)(C)C 1-Neopentyl-3-(trimethylstannyl)-1H-pyrazolo[3,4-d]pyrimidine-4,6-diamine